N-(3-((3-(hydroxymethyl)oxetan-3-yl)methoxy)phenyl)nicotinamide OCC1(COC1)COC=1C=C(C=CC1)NC(C1=CN=CC=C1)=O